C(C)(C)(C)OC(=O)N1CC(C1)CC1=NN(C=C1)C1=NC(=C2N=C(N(C2=N1)C)C1=CC=NC=C1)N1CCOCC1 3-((1-(9-methyl-6-morpholino-8-(pyridin-4-yl)-9H-purin-2-yl)-1H-pyrazol-3-yl)methyl)azetidine-1-carboxylic acid tert-butyl ester